tert-butyl methyl(7-(trifluoromethyl)isochroman-4-yl)carbamate CN(C(OC(C)(C)C)=O)C1COCC2=CC(=CC=C12)C(F)(F)F